C1=CC=CC=2SC3=C(C21)C=C2C=CC=CC2=C3 benzo[5,6-b]naphtho[2,3-d]thiophene